C(C)C(C[C@H](N)C(=O)[O-])C(=O)[O-] γ-ethyl-L-glutamate